sec-octyl cyanoacetate C(#N)CC(=O)OC(C)CCCCCC